1-imino-4-(4-nitrophenyl)-1,4-thiazinane 1-oxide N=S1(CCN(CC1)C1=CC=C(C=C1)[N+](=O)[O-])=O